N(=[N+]=[N-])CCC=1C(=NON1)C(=NO)NC1=CC(=C(C=C1)F)Br (2-azidoethyl)-N-(3-bromo-4-fluorophenyl)-N'-hydroxy-1,2,5-oxadiazole-3-formamidine